decyl (8-(dioctylamino)octyl) phosphate P(=O)(OCCCCCCCCCC)(OCCCCCCCCN(CCCCCCCC)CCCCCCCC)[O-]